O=C1NC(CCC1NC1=CC(=C(C=C1)C1CN(C1)CC(=O)O)F)=O 2-[3-[4-[(2,6-dioxo-3-piperidyl)amino]-2-fluoro-phenyl]azetidin-1-yl]acetic acid